2-(6-methylpyrimidin-4-yl)oxazolo[5,4-b]pyridin-6-ol CC1=CC(=NC=N1)C=1OC2=NC=C(C=C2N1)O